Cl.NCCCN1C=NC=C1 N-(3-aminopropyl)imidazole hydrochloride